C(CCCCCCCC=CCCCCCCCCCCCCCCC)(=O)O 9-Pentacosenoic acid